C[C@]1(CN(C2=CC=CN=C2C1)C1=CC=C(C=C1)C(F)(F)F)CNC(C)=O (R)-N-((3-methyl-1-(4-(trifluoromethyl)phenyl)-1,2,3,4-tetrahydro-1,5-naphthyridin-3-yl)methyl)acetamide